ClC=1C=C(C=CC1Cl)C1=NNC2=NC(=CN=C21)N2CCC1(CCC[C@H]1N)CC2 (R)-8-(3-(3,4-dichloro-phenyl)-1H-pyrazolo[3,4-b]-pyrazin-6-yl)-8-aza-spiro[4.5]decan-1-amine